OC1=C(C(=O)OCCCC)C=C(C=C1)O butyl 2,5-dihydroxybenzoate